5-[5-cyano-2-[2-(4-fluorophenyl)ethyl]-6-isopropoxy-3-(5-methyl-1,3,4-oxadiazol-2-yl)-4-pyridyl]-N-[(3,4-difluorophenyl)methyl]thiophene-2-carboxamide C(#N)C=1C(=C(C(=NC1OC(C)C)CCC1=CC=C(C=C1)F)C=1OC(=NN1)C)C1=CC=C(S1)C(=O)NCC1=CC(=C(C=C1)F)F